C(=O)(O)[C@H](CC(=O)C1=CC2=C(S1)C=C(C(=C2Cl)OCCCOC2=C(C1=C(SC(=C1)C(C[C@@H](C(=O)O)C)=O)C=C2OC)F)OC)C (S)-4-(5-(3-((2-((S)-3-carboxybutanoyl)-4-chloro-6-methoxybenzo[b]thiophen-5-yl)oxy)propoxy)-4-fluoro-6-methoxybenzo[b]thiophen-2-yl)-2-methyl-4-oxobutanoic acid